CC1=CNC2=NC=CC(=C21)B2OC(C(O2)(C)C)(C)C 3-methyl-4-(4,4,5,5-tetramethyl-1,3,2-dioxaborolan-2-yl)-1H-pyrrolo[2,3-b]pyridine